6-(4-fluorophenyl)-2-oxo-N-(4-phenylbutyl)-3(2H)-benzoxazolecarboxamide FC1=CC=C(C=C1)C1=CC2=C(N(C(O2)=O)C(=O)NCCCCC2=CC=CC=C2)C=C1